(S)-methyl 3-(3-(benzyloxy)phenyl)-3-cyclopropylpropanoate C(C1=CC=CC=C1)OC=1C=C(C=CC1)[C@@H](CC(=O)OC)C1CC1